5-[(4-chlorophenyl)methoxy]-2-[(3,4-dihydro-2(1H)-isoquinolinyl)methyl]-4H-pyran-4-one ClC1=CC=C(C=C1)COC=1C(C=C(OC1)CN1CC2=CC=CC=C2CC1)=O